FC(CC)(F)C1=CC(=NC=C1)N1N=CC(=C1)S(=O)(=O)NC=1C=CC=C2C=NN(C12)C 1-(4-(1,1-difluoropropyl)pyridin-2-yl)-N-(1-methyl-1H-indazol-7-yl)-1H-pyrazole-4-sulfonamide